C(#N)C1=CC2=C(CN(C[C@H]2C2=C(C=CC=C2)C=2C(=NN(C2)CCCC(=O)OCC)C(F)(F)F)C(=O)OC(C)(C)C)S1 tert-butyl (S)-2-cyano-4-(2-(1-(4-ethoxy-4-oxobutyl)-3-(trifluoromethyl)-1H-pyrazol-4-yl)phenyl)-4,7-dihydrothieno[2,3-c]pyridine-6(5H)-carboxylate